(1S,2S)-2-(3-chlorophenyl)-N-(4-(((6-cyclopropyl-8-(3-fluoro-1-methylazetidin-3-yl)imidazo[1,2-a]pyridin-2-yl)methyl)amino)pyridin-2-yl)cyclopropane-1-carboxamide ClC=1C=C(C=CC1)[C@@H]1[C@H](C1)C(=O)NC1=NC=CC(=C1)NCC=1N=C2N(C=C(C=C2C2(CN(C2)C)F)C2CC2)C1